C(C)(C)(C)OC(=O)N1[C@@H]2[C@H](N(C[C@H]1CC2)C=2C1=C(N=C(N2)SCC)C(=C(N=C1Br)Cl)F)C=C (1S,2R,5R)-3-(5-bromo-7-chloro-2-(ethylsulfanyl)-8-fluoropyrido[4,3-d]pyrimidin-4-yl)-2-vinyl-3,8-diazabicyclo[3.2.1]octane-8-carboxylic acid tert-butyl ester